C(C)OC1=CC=2N=CN=C(C2N=C1NC(=O)[C@]12CN(C[C@@H]2C1)C)C=1C(=NN(C1)C)C1=CC=CC=C1 (1R,5R)-N-(7-ethoxy-4-(1-methyl-3-phenyl-1H-pyrazol-4-yl)pyrido[3,2-d]pyrimidin-6-yl)-3-methyl-3-azabicyclo[3.1.0]hexane-1-carboxamide